C1=CC=CC=2C3=CC=CC=C3N(C12)C1=CC=C(C=C1)N(C1=CC=C(C=C1)C1=CC=C(C=C1)N(C1=CC=CC=C1)C1=CC=C(C=C1)N1C2=CC=CC=C2C=2C=CC=CC12)C1=CC=CC=C1 N,N'-bis[4-(carbazol-9-yl)phenyl]-N,N'-diphenylbiphenyl-4,4'-diamine